N-(4-(2-(2-aminopyridin-3-yl)-5-phenyl-3H-imidazo[4,5-b]pyridin-3-yl)benzyl)-6-(5-hydroxy-3-methyl-1H-pyrazol-1-yl)nicotinamide NC1=NC=CC=C1C1=NC=2C(=NC(=CC2)C2=CC=CC=C2)N1C1=CC=C(CNC(C2=CN=C(C=C2)N2N=C(C=C2O)C)=O)C=C1